N(N)C=1C(=NNC1[N+](=O)[O-])[N+](=O)[O-] 4-hydrazino-3,5-dinitropyrazole